N1=C(N=CC(=C1)[C@H]1[C@@H](C1)C=1C=C(C(=C(C1)N(CCO)C)F)F)C1=NC=CC=N1 trans-2-((5-(2-([2,2'-Bipyrimidin]-5-yl)cyclopropyl)-2,3-difluorophenyl)(methyl)amino)ethan-1-ol